OC1(CC(C(C(C1)=O)O)O)C(=O)O 1,3,4-Trihydroxy-5-oxocyclohexanecarboxylic acid